COCCN(CCC(C(=O)O)NC(C(C)(C)OC)=O)CCCCC1=NC=2NCCCC2C=C1 4-[2-methoxyethyl-[4-(5,6,7,8-tetrahydro-1,8-naphthyridin-2-yl)butyl]amino]-2-[(2-methoxy-2-methyl-propanoyl)amino]butanoic acid